BrC1=CC2=C(OCO2)C=C1C 5-bromo-6-methyl-benzo[d][1,3]dioxole